2,9,10-trimethoxy-13-(3-nitrobenzyl)-3-((3-nitrobenzyl)oxy)-5,6-dihydroisoquinolino[3,2-a]isoquinolin-7-ium COC=1C(=CC=2CC[N+]3=C(C2C1)C(=C1C=CC(=C(C1=C3)OC)OC)CC3=CC(=CC=C3)[N+](=O)[O-])OCC3=CC(=CC=C3)[N+](=O)[O-]